(S)-2-((R)-3-(6-amino-5-oxo-4,5-dihydropyrazin-2-yl)-4,4-difluoropiperidin-1-yl)-N-(5-(4-fluorophenoxy)pyridin-2-yl)propionamide NC=1C(NC=C(N1)[C@H]1CN(CCC1(F)F)[C@H](C(=O)NC1=NC=C(C=C1)OC1=CC=C(C=C1)F)C)=O